(S)-2-(4-((S)-3-(2,2-difluoroethyl)morpholino)-2-fluoro-6-methylbenzamido)-3-(4-(1-methyl-2,4-dioxo-1,5,7,8-tetrahydro-2H-pyrano[4,3-d]pyrimidin-3(4H)-yl)phenyl)propanoic acid FC(C[C@H]1COCCN1C1=CC(=C(C(=O)N[C@H](C(=O)O)CC2=CC=C(C=C2)N2C(N(C3=C(C2=O)COCC3)C)=O)C(=C1)C)F)F